C(=CC1=CC=CC=C1)C=1C(=NC=CC1)C=1C=NC(=CC1)C=1C=NC=CC1 3-styryl-2,3':6',3''-terpyridine